N,N-dimethylprop-2-yn-1-amine CN(CC#C)C